(R)-5-bromo-N1-(1-(2,4-dichlorophenyl)ethyl)-6-fluorobenzene-1,2-diamine BrC1=CC=C(C(=C1F)N[C@H](C)C1=C(C=C(C=C1)Cl)Cl)N